C(C)(C)(C)NC(C(O)C=1C=C(N(C1)C)C(=O)NC1=CC(=C(C=C1)F)C)=O 4-(2-(tert-butylamino)-1-hydroxy-2-oxoethyl)-N-(4-fluoro-3-methylphenyl)-1-methyl-1H-pyrrole-2-carboxamide